ClC1=CC(=C(OCC=2C=NC=C(C#N)C2)C=C1OCC=1C(=C(C=CC1)C1=C(C(=CC=C1)COC1=C(C=C(C(=C1)OCC1CC1)C=O)Cl)C)C)C=O 5-((4-Chloro-5-((3'-((2-chloro-5-(cyclopropylmethoxy)-4-formylphenoxy)methyl)-2,2'-dimethyl-[1,1'-biphenyl]-3-yl)methoxy)-2-formylphenoxy)methyl)nicotinonitrile